BrC=1C(=C(NC([C@H](C)NC(OC(C)(C)C)=O)=O)C=CC1Cl)C(C1=C(C=CC=C1F)F)=O tert-butyl N-[(1S)-2-[3-bromo-4-chloro-2-(2,6-difluorobenzoyl)anilino]-1-methyl-2-oxo-ethyl]carbamate